[Ni].[Fe].[Mn].[Na] sodium manganese iron nickel